N-(3,5-difluoro-4-((5-methoxy-1,6-naphthyridin-4-yl)oxy)phenyl)-4-methoxynicotinamide FC=1C=C(C=C(C1OC1=CC=NC2=CC=NC(=C12)OC)F)NC(C1=CN=CC=C1OC)=O